ClC=1C=CC2=C(C=C(O2)C(=O)C2=CC=C(C=C2)N2CCN(CC2)C2=CC=CC=C2)C1 (5-Chlorobenzofuran-2-yl)(4-(4-phenylpiperazine-1-yl)phenyl)methanone